C(CC=C)N1N=CC=2C1=NC(=NC2)NC2=CC=C1CCN(CC1=C2)C(=O)OC(C)(C)C tert-butyl 7-[(1-but-3-enylpyrazolo[3,4-d]pyrimidin-6-yl)amino]-3,4-dihydro-1H-isoquinoline-2-carboxylate